FC=1C=C(OCCCC2CCN(CC2)C(=O)OC(C)C)C=CC1CC(N1CC(C1)CNC[C@@H]([C@H]([C@@H]([C@@H](CO)O)O)O)O)=O isopropyl 4-[3-[3-fluoro-4-[2-oxo-2-[3-[[[(2S,3R,4R,5R)-2,3,4,5,6-pentahydroxyhexyl]amino]methyl]azetidin-1-yl]ethyl]phenoxy]propyl]piperidine-1-carboxylate